5-(pyrimidin-5-yl)-1H-benzo[d]imidazol N1=CN=CC(=C1)C1=CC2=C(NC=N2)C=C1